1-(5-amino-2-(tert-butylamino)pyrido[4,3-d]pyrimidin-8-yl)piperidin-3-ol NC1=NC=C(C=2N=C(N=CC21)NC(C)(C)C)N2CC(CCC2)O